C(#C)C=1C(=C(C=CC1)NC1=NC=NC2=CC3=C(C=C12)OCCO3)F N-(3-ethynyl-2-fluorophenyl)-7,8-dihydro[1,4]dioxino[2,3-g]quinazolin-4-amine